CC1=NC(=CC(=C1)C1=CC=C2C(CN(CC2=C1)CC=1C=NC(=CC1)C)(C)C)C 7-(2,6-dimethylpyridin-4-yl)-4,4-dimethyl-2-((6-methylpyridin-3-yl)methyl)-1,2,3,4-tetrahydroisoquinoline